FC=1C=C(C=C(C1)OCC(C)C)C1=CC=C(C(=N1)NC1CC(CCC1)C(F)(F)F)C(=O)NS(=O)(=O)C1=CC=NN1 6-(3-Fluoro-5-isobutoxyphenyl)-N-(1H-pyrazol-5-ylsulfonyl)-2-[[3-(trifluoromethyl)cyclohexyl]amino]pyridin-3-carboxamid